BrC=1C=C(C=CC1)C(C(=O)OC)(CCC(CO)(C)C)C methyl 2-(3-bromophenyl)-6-hydroxy-2,5,5-trimethylhexanoate